5-(2,6-dimethoxyphenyl)-2-(4-fluorophenyl)-1H-imidazole COC1=C(C(=CC=C1)OC)C1=CN=C(N1)C1=CC=C(C=C1)F